C=1(C(=CC=CC1)CO)C1=CC(=CC=C1)CO 3'-biphenyldimethanol